8-(1-(tert-butyl)-3-(4-chloro-3-fluorophenyl)-1H-pyrrolo[2,3-b]pyridine-6-carbonyl)-1,3-dimethyl-1,3,8-triazaspiro[4.5]decane-2,4-dione C(C)(C)(C)N1C=C(C=2C1=NC(=CC2)C(=O)N2CCC1(C(N(C(N1C)=O)C)=O)CC2)C2=CC(=C(C=C2)Cl)F